3-hydroxy-N-methyl-2-((2-oxo-4-(o-tolyl)-2H-chromen-7-yl)oxy)propenamide OC=C(C(=O)NC)OC1=CC=C2C(=CC(OC2=C1)=O)C1=C(C=CC=C1)C